1-bromo-6,8-nonadiene BrCCCCCC=CC=C